C(C)(C)(C)OC(=O)N1C(CC(CC1(C)C)O)(CC)CC tert-butyl-4-hydroxy-2,2-diethyl-6,6-dimethylpiperidine-1-carboxylate